1-((3S,4R)-4-(4-fluorophenyl)-1-(2-methoxyethyl)pyrrolidin-3-yl)-3-(4-methyl-3-(1-methyl-6-oxo-1,6-dihydropyridin-3-yl)-1-phenyl-1H-pyrazol-5-yl)urea FC1=CC=C(C=C1)[C@H]1[C@@H](CN(C1)CCOC)NC(=O)NC1=C(C(=NN1C1=CC=CC=C1)C1=CN(C(C=C1)=O)C)C